2-chloro-3-methylbenzene-1-sulfonyl chloride ClC1=C(C=CC=C1C)S(=O)(=O)Cl